Benzyl 4-(2-((tert-butoxycarbonyl) amino)-6-methylphenyl)-4H-thieno[3,2-b]Pyrrole-5-carboxylate C(C)(C)(C)OC(=O)NC1=C(C(=CC=C1)C)N1C2=C(C=C1C(=O)OCC1=CC=CC=C1)SC=C2